2-iodo-4-(2,4,4-trimethylpentan-2-yl)phenol IC1=C(C=CC(=C1)C(C)(CC(C)(C)C)C)O